C(#N)[BH3-].[Na+] sodium cyanoborohydride